COC1=C(C(=O)N)C=CC=C1OC 2,3-dimethoxybenzamide